NC=1C(=NC=C(C1)[C@@H]1N(CCN(C1)CC(F)F)CC1=C2C=CNC2=C(C=C1OC)C)C(=O)O (S)-3-Amino-5-(4-(2,2-difluoroethyl)-1-((5-methoxy-7-methyl-1H-indol-4-yl)methyl)piperazin-2-yl)picolinic acid